N(=[N+]=[N-])[C@@H]1C[C@@H]([C@H](OC1SC1=CC=C(C=C1)C)\C=N\[S@@](=O)C(C)(C)C)OCC1=CC=CC=C1 (S)-N-((E)-((2R,3S,5R)-5-azido-3-(benzyloxy)-6-(p-tolylthio)tetrahydro-2H-pyran-2-yl)methylene)-2-methylpropane-2-sulfinamide